4-methyl-3-{5-[3-(propan-2-yl)-3H-[1,2,3]triazolo[4,5-b]pyridin-6-yl]-1,2,4-oxadiazol-3-yl}pyridine CC1=C(C=NC=C1)C1=NOC(=N1)C=1C=C2C(=NC1)N(N=N2)C(C)C